Cl.C1NCC12CCOCC2 7-oxa-2-azaspiro[3.5]nonane HCl